(2R,4S)-1-([1,3]dioxolo[4,5-c]pyridin-4-ylmethyl)-4-fluoro-N-(3-(1-methyl-1H-pyrazol-5-yl)phenyl)pyrrolidine-2-carboxamide O1COC=2C(=NC=CC21)CN2[C@H](C[C@@H](C2)F)C(=O)NC2=CC(=CC=C2)C2=CC=NN2C